[Si](C)(C)(C(C)(C)C)OCC1=C(C(=CC(=C1)C)CO[Si](C)(C)C(C)(C)C)O 2,6-bis(((t-butyldimethylsilyl)oxy)methyl)-4-methylphenol